[C@@H]1([C@@H](O)[C@H](O)[C@H](O1)CO)N1C2=NC(=NC(=C2N=C1)N)F 9-beta-D-arabinofuranosyl-2-fluoro-9H-purin-6-amine